ethyl (R)-2,2-difluoro-5-oxotetrahydro-1H-pyrrolizine-7a(5H)-carboxylate FC1(C[C@]2(CCC(N2C1)=O)C(=O)OCC)F